4-[[3-[1-(2-amino-2-oxoethyl)-3-(trifluoromethyl)pyrazol-4-yl]imidazo[1,2-a]pyrazin-8-yl]amino]-2-ethyl-N-methylbenzamide NC(CN1N=C(C(=C1)C1=CN=C2N1C=CN=C2NC2=CC(=C(C(=O)NC)C=C2)CC)C(F)(F)F)=O